ClC1=C(C=C2C(C(=CN(C2=N1)C1=NC(=NS1)Cl)C(=O)OCC)=O)F ethyl 7-chloro-1-(3-chloro-1,2,4-thiadiazol-5-yl)-6-fluoro-4-oxo-1,4-dihydro-1,8-naphthyridine-3-carboxylate